C1(=CC=CC=C1)CCC(=O)NC=1[Se]C(=CN1)C(=O)NC1=C(C=C(C=C1)C)C 2-(3-phenylpropionylamino)-N-(2,4-dimethylphenyl)-1,3-selenazole-5-carboxamide